(S)-N-((S)-(5-cyclopropyl-6-fluoropyridin-2-yl)(phenyl)methyl)-2-methylpropan-2-sulfinamide C1(CC1)C=1C=CC(=NC1F)[C@@H](N[S@@](=O)C(C)(C)C)C1=CC=CC=C1